FCCCN1CC(C1)=CC1=CC=C(C=C1)B1OC(C(O1)(C)C)(C)C 1-(3-fluoropropyl)-3-[[4-(4,4,5,5-tetramethyl-1,3,2-dioxaborolan-2-yl)phenyl]methylene]azetidine